BrC=1C=CC=C2C=CN(C12)C(C(C)OC([C@H](C)NC(=O)C1=NC=CC(=C1O)OC)=O)C (2S)-2-[(3-hydroxy-4-methoxy-pyridine-2-carbonyl)amino]propionic acid [rac-2-(7-bromoindol-1-yl)-1-methyl-propyl] ester